(Z)-2,4-difluoro-N-(2-methoxy-5-(4-(4-(5,5,5-trifluoro-4-oxopent-2-enoyl)piperazin-1-yl)quinazolin-6-yl)pyridin-3-yl)benzenesulfonamide FC1=C(C=CC(=C1)F)S(=O)(=O)NC=1C(=NC=C(C1)C=1C=C2C(=NC=NC2=CC1)N1CCN(CC1)C(\C=C/C(C(F)(F)F)=O)=O)OC